O=C1C(=CC(=CN1)C(=O)O)C1=CC=NN1 6-oxo-5-(1H-pyrazol-5-yl)-1H-pyridine-3-carboxylic acid